3-[[5-[3-(Difluoromethyl)-4-fluoro-phenyl]-3-pyridyl]methyl]-6,6-dimethyl-1,3-oxazinan-2-one FC(C=1C=C(C=CC1F)C=1C=C(C=NC1)CN1C(OC(CC1)(C)C)=O)F